methyl 3-(N-(2-(cis-3,5-dimethylpiperidin-1-yl)-5-(trifluoromethyl) phenyl) sulfamoyl)-4-methoxybenzoate C[C@@H]1CN(C[C@@H](C1)C)C1=C(C=C(C=C1)C(F)(F)F)NS(=O)(=O)C=1C=C(C(=O)OC)C=CC1OC